C(C=C)NC=1N(CCN1)CC(=O)O 2-{2-[(prop-2-en-1-yl)amino]-4,5-dihydro-1H-imidazol-1-yl}-acetic acid